(tert-butylcyclopentadienyl)trimethylsilane C(C)(C)(C)C1(C=CC=C1)[Si](C)(C)C